ClC1=NC(=NC(=C1)Cl)N1N=C(C=C1)C 4,6-dichloro-2-(3-methyl-1H-pyrazol-1-yl)pyrimidine